OC1=C(C(N(C=C1C)C)=O)NC(N[C@@H](CC(=O)O)C1=CC(=CC=C1)CC1=C(C=CC=C1)C)=O (S)-3-(3-(4-hydroxy-1,5-dimethyl-2-oxo-1,2-dihydropyridin-3-yl)ureido)-3-(3-(2-methylbenzyl)phenyl)propanoic acid